8-(Benzyloxy)-2,6,6,9-tetramethyl-6H-benzo[c]chromen-3-amine C(C1=CC=CC=C1)OC=1C(=CC2=C(C(OC3=CC(=C(C=C23)C)N)(C)C)C1)C